O[C@H]1C[C@@H](N(C1)C([C@H](C(C)(C)C)N1N=NC(=C1)CC(CC1=CC=CC=C1)O)=O)C(=O)NC (2R,4S)-4-hydroxy-1-[(2S)-2-[4-(2-hydroxy-3-phenyl-propyl)triazol-1-yl]-3,3-dimethyl-butanoyl]-N-methyl-pyrrolidine-2-carboxamide